6-(3,3-dimethylureido)-4-((3-methoxy-4-(2-methyl-2H-1,2,3-triazol-4-yl)pyridin-2-yl)amino)-N-(methyl-d3)pyridazine-3-carboxamide CN(C(NC1=CC(=C(N=N1)C(=O)NC([2H])([2H])[2H])NC1=NC=CC(=C1OC)C1=NN(N=C1)C)=O)C